COC=1C(=C(C#N)C(=CC1)[N+](=O)[O-])N1C2CCN(C2C1)C 3-methoxy-2-(2-methyl-2,6-diazabicyclo[3.2.0]hept-6-yl)-6-nitrobenzonitrile